ClC=1C=C(N(C2=CC=CC=C2)C2=CC=CC=C2)C=CC1 3-chloro-N,N-diphenylaniline